ICCCC 1-Iodobutan